C(C(C)C)[C@H]1N[C@H](COC1)C1=CC=C(C=C1)C(F)(F)F |r| Rac-cis-(3R,5S)-3-isobutyl-5-(4-(trifluoromethyl)phenyl)morpholine